(3R)-1-[(2R)-2-[4-(2-chloro-4-fluoro-phenyl)-2-oxo-chromen-7-yl]oxypropanoyl]piperidine ClC1=C(C=CC(=C1)F)C1=CC(OC2=CC(=CC=C12)O[C@@H](C(=O)N1CCCCC1)C)=O